(4-trimethoxysilylbutyl)trithiol tert-butyl-6-chloro-3-(3-(naphthalen-1-yloxy)propyl)-1-(2-(piperazin-1-yl)ethyl)-7-(1,3,5-trimethyl-1H-pyrazol-4-yl)-1H-indole-2-carboxylate C(C)(C)(C)C1=C2C(=C(N(C2=C(C(=C1)Cl)C=1C(=NN(C1C)C)C)CCN1CCNCC1)C(=O)O)CCCOC1=CC=CC2=CC=CC=C12.CO[Si](CCCCC=1SSSC1)(OC)OC